tert-butyl N-(tert-butoxycarbonyl)-N-(5-iodo-4,6-dimethoxypyrimidin-2-yl)carbamate C(C)(C)(C)OC(=O)N(C(OC(C)(C)C)=O)C1=NC(=C(C(=N1)OC)I)OC